bis(ethylamino)dicyclopentylsilane C(C)N[Si](C1CCCC1)(C1CCCC1)NCC